4-(3-(dimethylamino)propionyl)-3,4-dihydroquinoxalin-2(1H)-one CN(CCC(=O)N1CC(NC2=CC=CC=C12)=O)C